6-[3-[[4-[2-(aminomethyl)-3,3-difluoro-allyl]-5-oxo-tetrazol-1-yl]methyl]phenyl]-1-methyl-3,4-dihydroquinolin-2-one NCC(CN1N=NN(C1=O)CC=1C=C(C=CC1)C=1C=C2CCC(N(C2=CC1)C)=O)=C(F)F